C1(CCC1)C#CC=1C=C(C=CC1)N1C=C(C(=C1CC1=CC(=C(C=C1)S(N)(=O)=O)F)CC1CC1)C=1OC=C(N1)C(=O)O 2-(1-(3-(cyclobutylethynyl)phenyl)-4-(cyclopropylmethyl)-5-(3-fluoro-4-sulfamoylbenzyl)-1H-pyrrol-3-yl)oxazole-4-carboxylic acid